FC=1C=C(C=CC1)[C@@H](O)[C@@H]1N[C@@](CC1)(C)CC1CCC(CC1)OC (R)-(3-Fluorophenyl)((2R,5R)-5-(((1r,4R)-4-methoxycyclohexyl)methyl)-5-methylpyrrolidin-2-yl)methanol